4-((2R,3S,4S,5R)-3-(2-(benzyloxy)-3-(trifluoromethyl)phenyl)-4,5-dimethyl-5-(trifluoromethyl)tetrahydrofuran-2-carboxamido)picolinamide C(C1=CC=CC=C1)OC1=C(C=CC=C1C(F)(F)F)[C@H]1[C@@H](O[C@]([C@H]1C)(C(F)(F)F)C)C(=O)NC1=CC(=NC=C1)C(=O)N